4-Acetylbenzo[cd]indol-2(1H)-one C(C)(=O)C=1C=C2C3=C(C(NC3=CC=C2)=O)C1